ClC1=CC(=NC=C1)NC(CC1=C(C=CC=C1)C(F)(F)F)=O N-(4-chloropyridin-2-yl)-2-(2-(trifluoromethyl)phenyl)acetamide